N-methoxy-1-[[5-[5-(trifluoromethyl)-1,2,4-oxadiazol-3-yl]-2-thienyl]methyl]pyrazole-3-carboxamide CONC(=O)C1=NN(C=C1)CC=1SC(=CC1)C1=NOC(=N1)C(F)(F)F